C(C1=CC=CC=C1)N1CC(C(CC1)=O)CC1=CNC2=CC=C(C=C12)OC 1-benzyl-3-((5-methoxy-1H-indol-3-yl)methyl)piperidin-4-one